Hexamethylene bis(3,5-di-tert-butyl-4-hydroxyhydrocinnamate) C(C)(C)(C)C=1C=C(CCC(=O)OCCCCCCOC(CCC2=CC(=C(C(=C2)C(C)(C)C)O)C(C)(C)C)=O)C=C(C1O)C(C)(C)C